1,3-dihydro-3Z-(1H-imidazol-5-ylmethylene)-5-methoxy-2H-indol-2-one N1C=NC=C1\C=C\1/C(NC2=CC=C(C=C12)OC)=O